C(C)OC(N(C1(CC1)C1=CC(=C(C=C1)F)C(F)(F)F)CC(C)(C)N)=O (2-amino-2-methylpropyl)(1-(4-fluoro-3-(trifluoromethyl)phenyl)cyclopropyl)carbamic acid ethyl ester